The molecule is an olefinic compound that is 2,3-dimethylbuta-1,3-diene substituted by a 4-hydroxyphenyl and a 1,3-benzodioxol-5-yl group. It has been isolated from Terminalia sericea. It has a role as an antibacterial agent and a plant metabolite. It is a member of benzodioxoles, a member of phenols and an olefinic compound. C=C(CC1=CC=C(C=C1)O)C(=C)CC2=CC3=C(C=C2)OCO3